hydroxyl-benzothiazole disulfide OC=1S(C2=C(N1)C=CC=C2)(=S)=S